ClC1=C(C=C(C(=C1)F)N1C(N(C(=CC1=O)C(F)(F)F)C)=O)\C=N\O[C@@H](C(=O)OC)C methyl (2R)-2-[[(E)-[[2-chloro-5-[3,6-dihydro-3-methyl-2,6-dioxo-4-(trifluoromethyl)-1(2H)-pyrimidinyl]-4-fluorophenyl]methylene]amino]oxy]propanoate